Methyl-5-(2-(4-((tert-butoxycarbonyl)amino)butoxy)ethyl)-4-oxo-2-(tetrahydro-2H-pyran-2-yl)-4,5-dihydro-2H-pyrazolo[3,4-c]quinoline CC=1N(N=C2C(N(C=3C=CC=CC3C21)CCOCCCCNC(=O)OC(C)(C)C)=O)C2OCCCC2